B(OCC(CN(CC1=CC=CC=C1)CC1=CC=CC=C1)C1=CC=C(C=C1)Cl)([O-])[O-] 2-(4-chlorophenyl)-3-(N,N-dibenzylamino)-1-propyl borate